C1=CC(=CC2=NC3=CC=CC=C3C=C12)C=1OC=C(N1)C(=O)NCC=1N=NC=CC1 2-(acridin-3-yl)-N-(pyridazin-3-ylmethyl)-1,3-oxazole-4-carboxamide